N1N=NN=C1C1CCN(CC1)C1=NOC(C1)C=1C=NC(=NC1)NC1CC2=CC(=C(C=C2C1)F)F 5-(3-(4-(1H-tetrazol-5-yl)piperidin-1-yl)-4,5-dihydroisoOxazol-5-yl)-N-(5,6-difluoro-2,3-dihydro-1H-inden-2-yl)pyrimidin-2-amine